C(P(O)(O)=O)P(O)(=O)OC[C@@H]1[C@H]([C@H]([C@@H](O1)N1C=[N+](C=2C(=O)NC(NC(=O)OCC3=C(C=CC=C3)[N+](=O)[O-])=NC12)C)O)O N2-(2-nitrobenzyl)oxycarbonyl-7-methylguanosine 5'-methylene(bisphosphonate)